CC1=C2C(=C3C=C(C=CC3=NC2=NN1)OC)NCCOCCO 6-Methoxy-4-(2-((2-hydroxyethoxyl)-ethyl)amino)-3-methyl-1H-pyrazolo[3,4-b]quinoline